di(methylamyl)dithiophosphate CCCCCCSP(=S)(OCCCCCC)[O-]